BrC=1C(=C(C(=NC1)C#N)[N+](=O)[O-])C 5-bromo-3-nitro-4-methylpyridinenitrile